NC=1N=CN(C(C1C(=O)OC)=O)C1=C(C=C(C=C1C)COCC)C methyl 4-amino-1-(4-(ethoxymethyl)-2,6-dimethylphenyl)-6-oxo-1,6-dihydropyrimidine-5-carboxylate